BrC=1C=CC(=NC1)O[C@@H]1C[C@@H]2CN([C@H]1C2)C(=O)C2=C(C(=CC=C2)F)N2N=CC=N2 ((1S,4R,6R)-6-((5-bromopyridin-2-yl)oxy)-2-azabicyclo[2.2.1]heptan-2-yl)(3-fluoro-2-(2H-1,2,3-triazol-2-yl)phenyl)methanone